N-cyclohexyl-2-ethyl-6-({[2-(trifluoromethyl)phenyl]carbonyl}amino)-1H-benzoimidazole-4-carboxamide C1(CCCCC1)NC(=O)C1=CC(=CC=2NC(=NC21)CC)NC(=O)C2=C(C=CC=C2)C(F)(F)F